OC1=C(C=C(C=C1)NC(=O)C1=CC=C(C=C1)C1=CC=C(C=C1)C(F)(F)F)NS(N)(=O)=O N-(4-hydroxy-3-(sulfamoylamino)phenyl)-4'-(trifluoromethyl)-[1,1'-biphenyl]-4-carboxamide